cyclopropan-1-formate C1(CC1)C(=O)[O-]